S(N)(=O)(=O)C=1C=C(C=CC1)C1=CN=C2N1C=C(C=C2)NC(OC(C)(C)C)=O tert-butyl (3-(3-sulfamoylphenyl)imidazo[1,2-a]pyridin-6-yl)carbamate